ClC1=C(C=CC(=C1)Cl)C=1C(CCC2=C(C1C1=CC=C(C=C1)CC1CN(C1)CCCF)C=CC=C2)C(C)C 8-(2,4-Dichlorophenyl)-9-(4-((1-(3-fluoropropyl)azetidin-3-yl)methyl)phenyl)-7-isopropyl-6,7-dihydro-5H-benzo[7]annulen